tert-butyl (R)-3-((5-(4-(methylcarbamoyl)thiazol-2-yl)-1-((2-(trimethylsilyl)ethoxy)methyl)-1H-pyrrolo[2,3-b]pyridin-4-yl)amino)piperidine-1-carboxylate CNC(=O)C=1N=C(SC1)C=1C(=C2C(=NC1)N(C=C2)COCC[Si](C)(C)C)N[C@H]2CN(CCC2)C(=O)OC(C)(C)C